C(=C)OC(CC(C)C1=CC=CC=C1)=O vinyl-β-phenylbutyrate